5-bromo-N,N-dimethyl-pyridin-2-amine BrC=1C=CC(=NC1)N(C)C